N-(3-aminopropyl)maleimide NCCCN1C(C=CC1=O)=O